CC1=C(C=C(C=N1)N)C#C[Si](C)(C)C 6-methyl-5-((trimethylsilyl)ethynyl)pyridin-3-amine